NC(C)(C)C1=CC(=NC(=C1)C1CCC(CC1)(F)F)OC1[C@@H]2CN(C[C@H]12)C(=O)C=1C=C(C=2N(C1)C=C(N2)C)C(F)(F)F ((1R,5S,6s)-6-((4-(2-aminopropan-2-yl)-6-(4,4-difluorocyclohexyl)pyridin-2-yl)oxy)-3-azabicyclo[3.1.0]hexan-3-yl)(2-methyl-8-(trifluoromethyl)imidazo[1,2-a]pyridin-6-yl)methanone